1,3-dibenzylideneacetone C(C1=CC=CC=C1)=CC(=O)C=CC1=CC=CC=C1